S(=O)(C)C 1,1'-sulfinylbis[methane]